CC(C)([Si](OCCNCC(NCC(NCCC(=O)O)=O)=O)(C)C)C 2,2,3,3-tetramethyl-9,12-dioxo-4-oxa-7,10,13-triaza-3-silahexadecan-16-oic acid